8-(2-chloro-5-fluorophenyl)-1-(3-fluoro-5-(trifluoromethyl)benzamido)-6-oxo-5,6,7,8-tetrahydroimidazo[1,5-a]pyrazine-3-carboxamide ClC1=C(C=C(C=C1)F)C1C=2N(CC(N1)=O)C(=NC2NC(C2=CC(=CC(=C2)C(F)(F)F)F)=O)C(=O)N